OC1=CC=C(C=C1)C1(CCCCC1)C1=CC=C(C=C1)O 1,1-bis-(4-hydroxy-phenyl)-cyclohexane